(S)-N-(p-toluenesulfonyl)-1,2-diphenylethane-1,2-diamine CC1=CC=C(C=C1)S(=O)(=O)N[C@H](C(N)C1=CC=CC=C1)C1=CC=CC=C1